tert-butyl 2-(5-(2,6-dimethoxyphenyl)-1-(4-(3-hydroxypropoxy)-2-isopropylphenyl)-1H-pyrazole-3-carboxamido)adamantane-2-carboxylate COC1=C(C(=CC=C1)OC)C1=CC(=NN1C1=C(C=C(C=C1)OCCCO)C(C)C)C(=O)NC1(C2CC3CC(CC1C3)C2)C(=O)OC(C)(C)C